N-[7-(6-butanoyl-4-methylpyridin-3-yl)-2,6-naphthyridin-3-yl]-3-methyloxetane-3-carboxamide C(CCC)(=O)C1=CC(=C(C=N1)C1=NC=C2C=C(N=CC2=C1)NC(=O)C1(COC1)C)C